O1N=CC=C1NC=1N=CC2=C(N1)N1C(C(=C2)C=2C=C(C=CC2C)NC(=O)C2=NC=CC(=C2)C(F)(F)F)=NCC1 N-(3-(2-(isoxazol-5-ylamino)-8,9-dihydroimidazo[1',2':1,6]pyrido[2,3-d]pyrimidin-6-yl)-4-methylphenyl)-4-(trifluoromethyl)pyridineamide